2-methyl-3,5,6-trifluoro-4-trifluoromethylbenzyl (1R)-trans-3-(2,2-dichloro-1-ethenyl)-2,2-dimethylcyclopropanecarboxylate ClC(=C[C@H]1C([C@@H]1C(=O)OCC1=C(C(=C(C(=C1F)F)C(F)(F)F)F)C)(C)C)Cl